4-HYDROXY-3-METHOXYPHENYLGLYCOL COC1=C(C=CC(=C1)C(CO)O)O